5-{1-fluoro-3-hydroxy-7-[(3S)-3-hydroxybutoxy]naphthalen-2-yl}-1λ6,2,5-thiadiazolidine-1,1,3-trione FC1=C(C(=CC2=CC=C(C=C12)OCC[C@H](C)O)O)N1CC(NS1(=O)=O)=O